C(C)(C)(C)OC(=O)N1CCC(CC1)C(C=1N=NC=CC1)C1=CC=CC=C1 4-[phenyl-(pyridazin-3-yl)methyl]piperidine-1-carboxylic acid tert-butyl ester